4-(4-Benzylpiperazin-1-yl)-N-(2-methoxypyridin-5-yl)-3-nitrobenzenesulfonamide C(C1=CC=CC=C1)N1CCN(CC1)C1=C(C=C(C=C1)S(=O)(=O)NC=1C=CC(=NC1)OC)[N+](=O)[O-]